7-((1S,3S)-3-(2-Fluoro-6-methylphenyl)cyclopentyl)-5-((3-(trifluoromethyl)pyridin-2-yl)methyl)pyrido[2,3-b]pyrazin-6(5H)-one FC1=C(C(=CC=C1)C)[C@@H]1C[C@H](CC1)C1=CC=2C(=NC=CN2)N(C1=O)CC1=NC=CC=C1C(F)(F)F